FC1(CCC(CC1)NC1=NC(=NC(=C1)C(C)OC(C)C)N1N=C(C=C1C)C)F N-(4,4-difluorocyclohexyl)-2-(3,5-dimethyl-1H-pyrazol-1-yl)-6-(1-isopropoxyethyl)pyrimidin-4-amine